C(CCC(C)C)OC(C(=C)C)=O.C(C(=C)C)(=O)OCCCCCC(C)C isooctyl methacrylate isohexyl-methacrylate